2,4-dimethylbenzo[d][1,3]dioxazole-5-carboxylic acid methyl ester COC(=O)C1=C(C2=C(ON(O2)C)C=C1)C